(2S,3R)-2-(3,4,5-trihydroxyphenyl)-3,4-dihydro-1(2H)-benzopyran-3,5,7-triol 3-(3,4,5-trihydroxy benzoate) OC=1C=C(C(=O)O[C@H]2[C@@H](OC=3C(C2)=C(C=C(C3)O)O)C3=CC(=C(C(=C3)O)O)O)C=C(C1O)O